BrC(F)(F)F bromocarbon fluoride